4-(7-((2-(trimethylsilyl)ethoxy)methyl)-7H-pyrrolo[2,3-d]pyrimidin-4-yl)-3,4-dihydro-2H-1,4-thiazine-6-carboxylic acid C[Si](CCOCN1C=CC2=C1N=CN=C2N2CCSC(=C2)C(=O)O)(C)C